C(CCC)[C@@H]1N([C@H](C2=CC=C(C=C2C1)OC)C1=CC=C(C=C1)F)C(CO)=O 1-[(1S,3S)-3-butyl-1-(4-fluorophenyl)-6-methoxy-1,2,3,4-tetrahydroisoquinolin-2-yl]-2-hydroxyethan-1-one